FC1(CNCCC1N1C=CC2=C(C=CC=C12)N1C(NC(CC1)=O)=O)F 1-(1-(3,3-difluoropiperidin-4-yl)-1H-indol-4-yl)dihydropyrimidine-2,4(1H,3H)-dione